2-(2-(benzyloxy)ethyl)-8-fluoro-3-methyl-6-(trifluoromethyl)naphthalen-1-ol C(C1=CC=CC=C1)OCCC1=C(C2=C(C=C(C=C2C=C1C)C(F)(F)F)F)O